2-(6-((1S)-hydroxy(quinuclidin-3-yl)methyl)-4-methylpyridazin-3-yl)-5-(trifluoromethyl)phenol O[C@H](C1=CC(=C(N=N1)C1=C(C=C(C=C1)C(F)(F)F)O)C)C1CN2CCC1CC2